N-((3S,4R)-3-((tert-butyldimethylsilyl)oxy)tetrahydro-2H-pyran-4-yl)-5-chloro-4-iodopyridin-2-amine [Si](C)(C)(C(C)(C)C)O[C@@H]1COCC[C@H]1NC1=NC=C(C(=C1)I)Cl